FC(C1CC(C1)(O)C1=CC=2C(=NC(=CC2)C2=CC=3N(N=C2)C=C(N3)C)S1)F 3-(difluoromethyl)-1-(6-(2-methylimidazo[1,2-b]pyridazin-7-yl)thieno[2,3-b]pyridin-2-yl)cyclobutanol